F[C@]1(CN(CC[C@H]1O)C1=NC=CC(=N1)NC=1N=CC2=C(N=CC(=C2C1)[C@@H](CO)C)N1[C@@H](CC1)C)C (3S,4R)-3-fluoro-1-(4-((5-((S)-1-hydroxypropan-2-yl)-8-((R)-2-methylazetidin-1-yl)-2,7-naphthyridin-3-yl)amino)pyrimidin-2-yl)-3-methylpiperidin-4-ol